8-bromo-6-chloro-[1,2,4]triazolo[1,5-b]pyridazine BrC=1C=2N(N=C(C1)Cl)N=CN2